OC[C@@H](C1=CC=CC=C1)N1OC[C@H]2[C@@H]1CN(C2)C(=O)OCC Ethyl (3aR,6aR)-1-((R)-2-hydroxy-1-phenylethyl)tetrahydro-1H-pyrrolo[3,4-c]isoxazole-5(3H)-carboxylate